C(C1=CC=CC=C1)OCCCCCO 5-(benzyloxy)pentan-1-ol